methyl (S)-1,2,3,4-tetrahydroisoquinoline-3-carboxylate C1N[C@@H](CC2=CC=CC=C12)C(=O)OC